3-(3-{4-[(cis)-4-Methyloctahydropyrrolo[3,2-b]pyrrol-1-yl]phenyl}-1,2-oxazol-5-yl)-5-fluoro-6-(2-methoxyethoxy)-1H-indazol CN1CC[C@@H]2N(CC[C@@H]21)C2=CC=C(C=C2)C2=NOC(=C2)C2=NNC1=CC(=C(C=C21)F)OCCOC